ClC=1C=C(NC2(CCC3(C(CC4=CC=C(C=C34)O)C3=CC(=CC=C3)OC3=CC=CC=C3)CC2)C(=O)OC)C=CC1 methyl (1r,4r)-4-(3-chloroanilino)-6'-hydroxy-2'-(3-phenoxyphenyl)-2',3'-dihydrospiro[cyclohexane-1,1'-indene]-4-carboxylate